2-amino-5-(2-(((4-cyanotetrahydro-2H-pyran-4-yl)methyl)amino)thiazol-4-yl)pyridine NC1=NC=C(C=C1)C=1N=C(SC1)NCC1(CCOCC1)C#N